FC(C=1N=CC=2N(C1)C(=CN2)C2=NC=CC(=N2)N2CC(CCC2)CO)F (1-(2-(6-(Difluoromethyl)imidazo[1,2-a]pyrazin-3-yl)pyrimidin-4-yl)piperidin-3-yl)methanol